1-(tetrahydro-2H-pyran-2-yl)-1H-pyrazole O1C(CCCC1)N1N=CC=C1